(22E)-3β-acetoxycholane-5(6),22(23)-diene-24-oic acid C(C)(=O)O[C@@H]1CC2=CC[C@H]3[C@@H]4CC[C@H]([C@@H](/C=C/C(=O)O)C)[C@]4(CC[C@@H]3[C@]2(CC1)C)C